2,4-HEXADIEN-1-OL C(C=CC=CC)O